FC(C1=C(C=CC(=C1)C(F)(F)F)CC(=O)N(C1=CC=C(C=C1)C1CC1)CC=1OC(=NN1)C1=NC=C(C=N1)Cl)(F)F 2-(2,4-Bis(trifluoromethyl)phenyl)-N-((5-(5-chloropyrimidin-2-yl)-1,3,4-oxadiazol-2-yl)methyl)-N-(4-cyclopropylphenyl)acetamide